4-(((ethoxycarbonyl)oxy)methoxy)-5,7-difluoro-2-methyl-3-(4'-(trifluoromethoxy)-[1,1'-biphenyl]-4-yl)quinoline 1-oxide C(C)OC(=O)OCOC1=C(C(=[N+](C2=CC(=CC(=C12)F)F)[O-])C)C1=CC=C(C=C1)C1=CC=C(C=C1)OC(F)(F)F